The molecule is a C50 carotenoid that is an intermediate in the biosyntheses of decaprenoxanthin by Corynebacterium glutamicum and gamma-cyclic sarcinaxanthin by Micrococcus luteus. It has a role as a bacterial metabolite. It is a C50 carotenoid, a primary allylic alcohol and a diol. CC(=C)C(C/C=C(/CO)\\C)CC/C(=C/C=C/C(=C/C=C/C(=C/C=C/C=C(/C=C/C=C(/C=C/C=C(/CCC(C(=C)C)C/C=C(/CO)\\C)\\C)\\C)\\C)/C)/C)/C